(2S)-2-amino-4-methyl-pentanoic acid ethyl ester hydrochloride Cl.C(C)OC([C@H](CC(C)C)N)=O